7-(7-chloro-1-(methylamino)-2,3-dihydro-1H-inden-5-yl)-3-((1-(3-cyclopropyl-3-phenylpropionyl)-4-hydroxypiperidin-4-yl)methyl)imidazo[2,1-f][1,2,4]triazin-4(3H)-one hydrochloride Cl.ClC=1C=C(C=C2CCC(C12)NC)C1=CN=C2C(N(C=NN21)CC2(CCN(CC2)C(CC(C2=CC=CC=C2)C2CC2)=O)O)=O